(R)-3-(4-(difluoromethoxy)benzothiophen-5-yl)-4-methyl-6-((1-methylpiperidin-3-yl)amino)-1,2,4-triazine-5(4H)-one FC(OC1=C(C=CC2=C1C=CS2)C2=NN=C(C(N2C)=O)N[C@H]2CN(CCC2)C)F